CC1(C(NC2=C(C=CC=C2N1)C(F)(F)F)=O)C 3,3-dimethyl-8-trifluoromethyl-3,4-dihydro-1H-quinoxalin-2-one